2-Amino-purine NC1=NC=C2NC=NC2=N1